CN(CCN1CCN(CC1)C1=CC=C(C=C1)NC=1N=CC2=C(N1)N(C(=C2)C)C2=CC=CC(=N2)N=S(=O)(C)C)C ((6-(2-((4-(4-(2-(dimethylamino)ethyl)piperazin-1-yl)phenyl)amino)-6-methyl-7H-pyrrolo[2,3-d]pyrimidin-7-yl)pyridin-2-yl)imino)dimethyl-λ6-sulfanone